[C@@H]12CN(C[C@@H](N1)C2)C=2C=CC(=C(C(=O)N[C@H](C)C1=CC(=CC(=C1)C=1C=NN(C1)C)OC)C2)C 5-[(1R,5S)-3,6-diazabicyclo[3.1.1]heptan-3-yl]-N-[(1R)-1-[3-methoxy-5-(1-methylpyrazol-4-yl)phenyl]ethyl]-2-methyl-benzamide